2-(1-(morpholine-4-carbonyl)-1H-pyrazol-4-yl)thiazole-4-carboxamide N1(CCOCC1)C(=O)N1N=CC(=C1)C=1SC=C(N1)C(=O)N